3-(5-((3-benzhydryl-2-oxoimidazolidin-1-yl)methyl)-6-fluoro-1-oxoisoindolin-2-yl)piperidine-2,6-dione C(C1=CC=CC=C1)(C1=CC=CC=C1)N1C(N(CC1)CC=1C=C2CN(C(C2=CC1F)=O)C1C(NC(CC1)=O)=O)=O